COC1=CC=C(C=N1)CC(=O)N1C[C@@H](CC[C@@H]1C)C(=O)OC methyl (3R,6S)-1-(2-(6-methoxypyridin-3-yl) acetyl)-6-methylpiperidine-3-carboxylate